FC1=CC=C(C=C1)N(C)CC1=CC=CC2=CC=CC=C12 N-(4-fluorophenyl)-N-methyl-1-(naphthalen-1-yl)methylamine